[N+](=O)([O-])C1=CC=C(C=C1)C=1C2=CC=C(N2)C(=C2C=CC(C(=C3C=CC(=C(C=4C=CC1N4)C4=CC=C(C=C4)[N+](=O)[O-])N3)C3=CC=C(C=C3)[N+](=O)[O-])=N2)C2=CC=CC=C2 5,10,15-tris(4-nitrophenyl)-20-phenylporphyrin